ClC1=C(OC2CC3C(CN(C3)C(=O)N3N=C(C=C3)C(=O)O)C2)C=CC=C1C=1N=CSC1 1-(trans-5-(2-chloro-3-(thiazol-4-yl)phenoxy)octa-hydrocyclopenta[c]pyrrole-2-carbonyl)-1H-pyrazole-3-carboxylic acid